bis(t-butyl)-2-methylcyclodisilazane C(C)(C)(C)N1[SiH](N([SiH2]1)C(C)(C)C)C